BrC1=NN(C(=N1)OC1=C(C=CC(=C1)Cl)F)C(C)C 3-bromo-5-(5-chloro-2-fluoro-phenoxy)-1-isopropyl-1,2,4-triazole